(2R,3S)-2,3-difluoro-N-(2-(piperidin-1-yl)-4-(4-(trifluoromethyl)phenethyl)phenyl)octanamide F[C@H](C(=O)NC1=C(C=C(C=C1)CCC1=CC=C(C=C1)C(F)(F)F)N1CCCCC1)[C@H](CCCCC)F